C(CCCCCCCCCCCCC)(=O)NC1=CC=C(C(=O)NCCCC(=O)O)C=C1 4-(4-tetradecanamidobenzamido)butyric acid